NC1=NC(=C(C=2N1C=C(N2)C(=O)NCC)C=2C=NNC2C)C2=CC(=CC=C2)C#N 5-amino-7-(3-cyanophenyl)-N-ethyl-8-(5-methyl-1H-pyrazol-4-yl)imidazo[1,2-c]pyrimidine-2-carboxamide